3,5,3',5'-Tetrabromo-biphenyl-4,4'-diamine BrC=1C=C(C=C(C1N)Br)C1=CC(=C(C(=C1)Br)N)Br